(rac)-((1s,3s)-3-Hydroxy-3-methylcyclobutyl)(6-(4,5,6,7-tetrahydropyrazolo[1,5-a]pyridin-2-yl)-2-azaspiro[3.4]octan-2-yl)methanon OC1(CC(C1)C(=O)N1CC2(C1)C[C@@H](CC2)C2=NN1C(CCCC1)=C2)C |r|